CN(N1C=C(C(C=2C=C(C=NC12)B(O)O)=O)C(=O)OCC)C [8-(dimethylamino)-6-ethoxycarbonyl-5-oxo-1,8-naphthyridin-3-yl]boronic acid